N1=CC=C(C=C1)C1=NC(=CC(=C1)C1=CC=NC=C1)C1=C(C=NC=C1)C 2,4-bis(4-pyridyl)-6-(3-methyl-4-pyridyl)pyridine